(2-(dimethylamino)ethyl)-N4-(4-(6-iodo-1-methyl-1H-indol-3-yl)pyrimidin-2-yl)-5-methoxy-N1-methyl-2-nitrobenzene-1,4-diamine CN(CCC=1C(=C(C=C(C1NC1=NC=CC(=N1)C1=CN(C2=CC(=CC=C12)I)C)OC)NC)[N+](=O)[O-])C